C(C1=CC=CC=C1)[P+](N(C)C)(N(C)C)N(C)C benzyltris(dimethylamino)phosphonium